di-tert-butyl diacetyl-L-tartrate C(C)(=O)[C@]([C@](C(=O)OC(C)(C)C)(O)C(C)=O)(O)C(=O)OC(C)(C)C